2-methylamino-1-(3,4-methylenedioxyphenyl)pentane CNC(CC1=CC2=C(C=C1)OCO2)CCC